C(#N)C(C(=O)[O-])=C α-cyanoacrylate